C1=CC=CC=2C3=CC=CC=C3C(C12)COC(NCC1=C(C(=CC(=C1)Cl)C(F)(F)F)SC1=C(C=CC=C1)C=O)=O N-[[5-chloro-2-(2-formylphenyl)sulfanyl-3-(trifluoromethyl)phenyl]methyl]carbamic acid 9H-fluoren-9-ylmethyl ester